BrC1=CC=CC=2C(COC21)N2CC(C2)O 1-(7-Bromo-2,3-dihydrobenzofuran-3-yl)azetidin-3-ol